N4-((5-(3-(2-(4-benzoylpiperazin-1-yl)-2-oxoacetyl)-4-methoxy-1H-indol-7-yl)furan-2-yl)methyl)succinamide C(C1=CC=CC=C1)(=O)N1CCN(CC1)C(C(=O)C1=CNC2=C(C=CC(=C12)OC)C1=CC=C(O1)CNC(CCC(=O)N)=O)=O